2-(N-((1S,2R)-2-(3-bromo-6-fluoro-2-tolyl)-1-(5-oxo-4,5-dihydro-1,3,4-oxadiazol-2-yl)propyl)sulfamoyl)-5-chlorobenzamide BrC=1C(=C(C(=CC1)F)C)[C@H]([C@@H](C=1OC(NN1)=O)NS(=O)(=O)C1=C(C(=O)N)C=C(C=C1)Cl)C